2-fluoro-3-[N-(cyclopropylmethyl)-2-methyl-4-cyanobenzamido]benzoyl chloride FC1=C(C(=O)Cl)C=CC=C1N(C(C1=C(C=C(C=C1)C#N)C)=O)CC1CC1